N1=NC=CC2=CC(=CC=C12)C1=CNC=2N=C(N=C(C21)OC)NC2CCC(CC2)OCCO 2-(((1s,4s)-4-((5-(cinnolin-6-yl)-4-methoxy-7H-pyrrolo[2,3-d]pyrimidin-2-yl)amino)cyclohexyl)oxy)ethan-1-ol